FC1CN(CC1)C(C)=O 1-(3-fluoropyrrolidin-1-yl)ethane-1-one